4-Amino-3-[6-(2,6-dimethylphenyl)pyridin-3-ylazo]naphthalin NC1=C(C=CC2=CC=CC=C12)N=NC=1C=NC(=CC1)C1=C(C=CC=C1C)C